N1=C(N=C(N=C1C1=C(C=CC(=C1)C=O)C1=CC=CC=C1)C1=C(C=CC(=C1)C=O)C1=CC=CC=C1)C1=C(C=CC(=C1)C=O)C1=CC=CC=C1 (1,3,5-triazine-2,4,6-triyl)tris([1,1'-biphenyl]-4-carbaldehyde)